NC1=NC2=CC(=CC(=C2C=N1)N(CC1=CC=C(C=C1)OC)CC1=CC=C(C=C1)OC)N1C(OC[C@@H]1CC)=O |r| (S and R)-3-(2-amino-5-(bis(4-methoxy-benzyl)amino)quinazolin-7-yl)-4-ethyloxazolidin-2-one